methyl 6-chloro-1-(2-(methylamino)-2-oxoethyl)-1H-pyrrolo[2,3-b]pyridine-4-carboxylate ClC=1C=C(C2=C(N1)N(C=C2)CC(=O)NC)C(=O)OC